C(C)(C)C1=C(NC2=CC=C(C=C12)C1CCNCC1)C1=CC=2N(C(=C1)C)C=C(N2)C 7-(3-isopropyl-5-(piperidin-4-yl)-1H-indol-2-yl)-2,5-dimethylimidazo[1,2-a]pyridine